O=C(C(=O)O)CCP(=O)(C)O 2-oxo-4-[hydroxy(methyl)phosphinoyl]-butyric acid